FC(C1=CC=C(OC=2C=C(N)C=CC2)C=C1)(F)F 3-[4-(trifluoromethyl)phenoxy]aniline